methyl 4-{[3-cyclopropyl-1-(2,2-difluoroethyl)-1H-pyrazole-4-carbonyl]amino}-2-(difluoromethoxy)benzoate C1(CC1)C1=NN(C=C1C(=O)NC1=CC(=C(C(=O)OC)C=C1)OC(F)F)CC(F)F